4-(5,7-dioxo-2,2-diphenyl-5,7-dihydro-2H,6H-[1,3]dioxolo[4,5-f]isoindol-6-yl)-5-oxooxolane-2-carboxylate O=C1N(C(C=2C=C3C(=CC12)OC(O3)(C3=CC=CC=C3)C3=CC=CC=C3)=O)C3CC(OC3=O)C(=O)[O-]